O[C@H]1[C@@H]([C@@H]2[C@@H](OC[C@H](CC2)C=2SC=C(N2)C(=O)O)C1)\C=C\[C@H](COC1=CC=CC=C1)O 2-{(3S,5aR,6R,7R,8aS)-7-hydroxy-6-[(1E,3R)-3-hydroxy-4-phenoxy-1-buten-1-yl]octahydro-2H-cyclopenta[b]oxepin-3-yl}-1,3-thiazole-4-carboxylic acid